C(C)C(COC(=O)C1CC2C(CC1)O2)CCCC 2-ethylhexyl-3,4-epoxycyclohexanecarboxylate